(2R,4R)-1-(2,3-dichlorophenethyl)-4-((3-fluoro-6-((5-methyl-1H-pyrazol-3-yl)amino)pyridin-2-yl)methyl)-2-methylpiperidine-4-carboxylic acid ClC1=C(CCN2[C@@H](C[C@@](CC2)(C(=O)O)CC2=NC(=CC=C2F)NC2=NNC(=C2)C)C)C=CC=C1Cl